NC1=NN(C=C1)C1CCN(CC1)C(C)=O 1-(4-(3-amino-1H-pyrazol-1-yl)piperidin-1-yl)ethanone